C=CC=CCC=O 6-hexadienal